O1C(CC1)NC1=NC(=NN1C1=CC=C(C=C1)OC(F)(F)F)C1=C(C=O)C=CC=C1 [5-(Oxetanylamino)-1-[4-(trifluoromethoxy)phenyl]-1,2,4-triazol-3-yl]benzaldehyd